FC=1C(=C(C=CC1F)[C@H]1[C@@H](O[C@]([C@H]1C)(C(F)(F)F)C)C(=O)O)SC |r| Rac-(2r,3s,4s,5r)-3-(3,4-difluoro-2-(methylthio)phenyl)-4,5-dimethyl-5-(trifluoromethyl)tetrahydrofuran-2-carboxylic acid